(R)-(1-(4-fluorophenyl)-3-oxopropan-2-yl)carbamic acid tert-butyl ester C(C)(C)(C)OC(N[C@H](CC1=CC=C(C=C1)F)C=O)=O